C(#N)C=1C=NN2C1N=CC=C2C2=CC=C(C=C2)O 3-cyano-7-(4-hydroxy-phenyl)-pyrazolo[1,5-a]pyrimidine